rac-4-((4bs,5s,6r,7s,7ar)-4b,5-dihydroxy-4-methoxy-7-phenyl-6-(pyridin-2-ylsulfonyl)-4b,5,6,7-tetrahydro-7aH-cyclopenta[4,5]furo[2,3-c]pyridin-7a-yl)benzonitrile O[C@@]12[C@@](OC=3C=NC=C(C31)OC)([C@@H]([C@H]([C@H]2O)S(=O)(=O)C2=NC=CC=C2)C2=CC=CC=C2)C2=CC=C(C#N)C=C2 |r|